CO[C@H]1[C@@H](O[C@@H]([C@H]1O)CO)N1C=NC=2C(N)=NC=NC12 O-methyladenosine